1-(3-(tert-butyl)-1-phenyl-1H-pyrazol-5-yl)-3-(4-((3-oxo-3,4-dihydropyrido[2,3-b]pyrazin-8-yl)oxy)-2-(trifluoromethyl)phenyl)urea C(C)(C)(C)C1=NN(C(=C1)NC(=O)NC1=C(C=C(C=C1)OC1=CC=NC=2NC(C=NC21)=O)C(F)(F)F)C2=CC=CC=C2